9-oxo-heptadecanedioic acid bis(2-hexyloctyl) ester C(CCCCC)C(COC(CCCCCCCC(CCCCCCCC(=O)OCC(CCCCCC)CCCCCC)=O)=O)CCCCCC